FC(C(=O)O)(F)F.NC1=C2C(=NC=N1)N(N=C2C=2NC1=CC=C(C=C1C2)O)CC=2C=C1CCNCC1=CC2 2-(4-amino-1-((1,2,3,4-tetrahydroisoquinolin-6-yl)methyl)-1H-pyrazolo[3,4-d]pyrimidin-3-yl)-1H-indol-5-ol 2,2,2-trifluoroacetate